3-(4-fluorobenzyl)-1-(6H-isochromeno[3,4-c]pyridin-8-yl-6-d)pyrrolidin-2-one FC1=CC=C(CC2C(N(CC2)C=2C=CC3=C(C2)C(OC2=CN=CC=C23)[2H])=O)C=C1